4-(7-(3-aminopyrrolidine-1-yl)-3-(2-fluoro-4-((S)-3-methoxypyrrolidine-1-yl)phenyl)-3H-imidazo[4,5-b]pyridine-2-yl)-2-fluorobenzonitrile NC1CN(CC1)C1=C2C(=NC=C1)N(C(=N2)C2=CC(=C(C#N)C=C2)F)C2=C(C=C(C=C2)N2C[C@H](CC2)OC)F